N-(6-amino-2,3-difluorophenyl)-2-((4-methoxybenzyl)(6-morpholino-3-(prop-1-yn-1-yl)imidazo[1,2-b]pyridazin-8-yl)amino)acetamide NC1=CC=C(C(=C1NC(CN(C=1C=2N(N=C(C1)N1CCOCC1)C(=CN2)C#CC)CC2=CC=C(C=C2)OC)=O)F)F